1-Methyl-2-propen-1,3-Sulton CC1C=COS1(=O)=O